methyl hydrazinothiohydrazinothiohydrazinoformate N(N)SNNSNNC(=O)OC